BrC(C#C)C 3-bromobut-1-yne